COC(CCC(CC(C)C)C)C 7-methoxy-2,4-dimethyloctane